OC1=C(C(=O)[O-])C=CC(=C1)O.[Ni+2].OC1=C(C(=O)[O-])C=CC(=C1)O nickel 2,4-dihydroxybenzoate